N4-(cyclobutylmethyl)-N2-(2-methoxy-4-(methyl-sulfonyl)phenyl)-7H-pyrrolo[2,3-d]pyrimidine-2,4-diamine 2,2,2-trifluoroacetate FC(C(=O)O)(F)F.C1(CCC1)CNC=1C2=C(N=C(N1)NC1=C(C=C(C=C1)S(=O)(=O)C)OC)NC=C2